SC1=NN=CS1 5-mercapto-1,3,4-thiadiazole